CN(C1CN(C1)C=1C=CC(=C(C(=O)O)C1)C)C 5-(3-(dimethylamino)azetidin-1-yl)-2-methylbenzoic acid